C(C1=CC=CC=C1)OC=1C(=CC(=C(C1)NC(OCC=C)=O)C(=O)N1CCC(=C[C@H]1CO)C1=CC=C(C=C1)OC)OC allyl (S)-(5-(benzyloxy)-2-(6-(hydroxymethyl)-4-(4-methoxyphenyl)-1,2,3,6-tetrahydropyridine-1-carbonyl)-4-methoxyphenyl)carbamate